1-(t-butoxycarbonyl)pyrazole-5-boronic acid C(C)(C)(C)OC(=O)N1N=CC=C1B(O)O